C(CCCCCCCCCCC)(=O)[O-].C(CCCCCCCCCCC)(=O)[O-].C(CCCCCCCCCCC)(=O)[O-].C(CCC)[Sn+3] monobutyl-tin trilaurate